1,2,3-triazol-1-ylmethyl-imidazole N1(N=NC=C1)CC=1NC=CN1